(2s,6s)-6-((benzyloxy)methyl)-2-methylmorpholin-3-one C(C1=CC=CC=C1)OC[C@H]1O[C@H](C(NC1)=O)C